2-([5-(4-Chlorophenyl)-1-[(2-chlorophenyl)methyl]1H-pyrazol-3-yl]methoxy)-2-methyl-propanamide ClC1=CC=C(C=C1)C1=CC(=NN1CC1=C(C=CC=C1)Cl)COC(C(=O)N)(C)C